2-methyl-piperazin CC1NCCNC1